CN(C1OC2C(CCCOC(CCCCCCCCC2)=O)O1)C 2-(dimethylamino)tetradecahydro-8H-[1,3]dioxolo[4,5-e][1]oxacyclohexadecin-8-one